2-(2,6-dioxo-3-piperidyl)-5-[4-[[4-[1-[6-[5-(1-methylcyclopropoxy)-2H-indazol-3-yl]pyrimidin-4-yl]azetidin-3-yl]oxy-1-piperidyl]methyl]-1-piperidyl]isoindoline-1,3-dione O=C1NC(CCC1N1C(C2=CC=C(C=C2C1=O)N1CCC(CC1)CN1CCC(CC1)OC1CN(C1)C1=NC=NC(=C1)C=1NN=C2C=CC(=CC12)OC1(CC1)C)=O)=O